O[C@]12C[C@H](CC[C@@]2([C@H]2CC[C@@]3([C@H](CC[C@@]3([C@@H]2CC1)O)C=1C=CC(OC1)=O)C)C)NC(=O)NCCN1CCOCC1 1-((3S,5S,8R,9S,10R,13R,14S,17R)-5,14-dihydroxy-10,13-dimethyl-17-(2-oxo-2H-pyran-5-yl)hexadecahydro-1H-cyclopenta[a]phenanthren-3-yl)-3-(2-morpholinoethyl)urea